2,3-dibromo-5-(4-(tert-butyl)phenyl)thiophene BrC=1SC(=CC1Br)C1=CC=C(C=C1)C(C)(C)C